[2-benzyloxy-1-(5-fluoro-2-pyridyl)ethyl] 4-methylbenzenesulfonate CC1=CC=C(C=C1)S(=O)(=O)OC(COCC1=CC=CC=C1)C1=NC=C(C=C1)F